ClC=1C=C(C=CC1)[C@@H](CO)NC(=O)C=1N=CN(C1)C1=NC(=NC=C1C)NC1CCC(CC1)O N-((S)-1-(3-chlorophenyl)-2-hydroxy-ethyl)-1-(2-(((1r,4S)-4-hydroxy-cyclohexyl)amino)-5-methyl-pyrimidin-4-yl)-1H-imidazole-4-carboxamide